CC1(C2=CC(=CC=C2C(C=2C3=C(OC21)C=CC=C3)=O)OCC(=O)N(CC)CC)C 2-(6,6-Dimethyl-11-oxo-6,11-dihydro-benzo[b]naphtho[2,3-d]furan-8-yloxy)-N,N-diethyl-acetamide